COC1=CC(=NC=N1)N1C=2C=3C=CN=C(CCCCC(C(NC2C=N1)=O)C)C3 3-(6-methoxypyrimidin-4-yl)-9-methyl-3,4,7,15-tetraazatricyclo[12.3.1.02,6]Octadec-1(18),2(6),4,14,16-pentaen-8-one